COC1=CC=C(CN2CC3(CC2(C)C)CCN(CC3)CC3=CC=C(C=C3)OC)C=C1 2,8-bis(4-methoxybenzyl)-3,3-dimethyl-2,8-diazaspiro[4.5]decane